ClC1=NC=CC2=C1SC=1N=NC(=C(C12)C)C(F)F 8-chloro-3-(difluoromethyl)-4-methylpyrido[4',3':4,5]Thieno[2,3-c]Pyridazine